7-methylpyrrolo[2,3-d]pyrimidin CN1C=CC2=C1N=CN=C2